5-amino-2-(aminophenoxy)benzoic acid NC=1C=CC(=C(C(=O)O)C1)OC1=C(C=CC=C1)N